(rac)-2-(3-{1-[3,5-bis(trifluoromethyl)benzamido]ethyl}pyrazin-2-yl)-N-ethyl-N-methyl-1,3-thiazole-5-carboxamide FC(C=1C=C(C(=O)N[C@H](C)C=2C(=NC=CN2)C=2SC(=CN2)C(=O)N(C)CC)C=C(C1)C(F)(F)F)(F)F |r|